2,3-dimethyl-6-(2-(1-methyl-1H-pyrazol-4-yl)morpholino)-8-((1s,4s)-4-methylcyclohexyl)pyrimido[5,4-d]pyrimidin-4(3H)-one CC=1N(C(C2=C(N1)C(=NC(=N2)N2CC(OCC2)C=2C=NN(C2)C)C2CCC(CC2)C)=O)C